OC(C)(C)C1=CC=2C(C3=CC=CC=C3SC2C=C1)=O 2-(2-hydroxypropan-2-yl)-9H-thioxanthone